1-(1,2,3,5,6,7-hexahydro-s-indacen-4-yl)-3-[4-(1-hydroxy-1-methyl-ethyl)-furan-2-sulfonyl]urea C1CCC2=C(C=3CCCC3C=C12)NC(=O)NS(=O)(=O)C=1OC=C(C1)C(C)(C)O